2-chloro-7-ethyl-7-methyl-5,7-dihydrofuro[3,4-d]pyrimidin-5-ol ClC=1N=CC2=C(N1)C(OC2O)(C)CC